Cl(=O)(=O)(=O)O.Cl(=O)(=O)(=O)O perchloric acid (hydrogen perchlorate)